NC1=CC=C2C(=C(C(OC2=C1)=O)CC(=O)O)C 7-amino-4-methylcoumarin-3-acetic acid